C1N(CC12CCOCC2)C2CCC(CC2)NC=2C=1C=C(N(C1C=CC2)CC(F)(F)F)C#CCNC2=C(C=C(C=C2)S(=O)(=O)C)OCC N-((1S,4S)-4-(7-oxa-2-azaspiro[3.5]nonan-2-yl)cyclohexyl)-2-(3-((2-ethoxy-4-(methylsulfonyl)phenyl)amino)prop-1-yn-1-yl)-1-(2,2,2-trifluoroethyl)-1H-indol-4-amine